(6S,9R)-4-fluoro-6,7,8,9-tetrahydro-5H-6,9-epiminocyclohepta[c]pyridine FC=1C2=C(C=NC1)[C@H]1CC[C@@H](C2)N1